3-(2-bromo-3-methyl-phenoxy)propionic acid BrC1=C(OCCC(=O)O)C=CC=C1C